4-(4-Amino-1-(4-methoxybenzyl)-1H-pyrazol-5-yl)-6-(trifluoromethyl)pyridin-3-amine NC=1C=NN(C1C1=C(C=NC(=C1)C(F)(F)F)N)CC1=CC=C(C=C1)OC